CN([SiH3])C dimethyl-silylamine